C(C)N(C)[Si](C=C)(C=C)N(CC)C bis(N-ethylmethylamino)divinylsilane